FC=1C=C(C=CC1)C=1SC2=C(N1)CC[C@@]1([C@H]3CC[C@]4([C@H]([C@@H]3CC[C@H]12)CCC4=O)C)C (5aR,5bS,7aS,10aS,10bR,12aR)-2-(3-fluorophenyl)-5a,7a-dimethyl-4,5,5a,5b,6,7,7a,9,10,10a,10b,11,12,12a-tetradecahydro-8H-cyclopenta[7,8]phenanthro[2,1-d]thiazol-8-one